C(C1=CC=CC=C1)N1CC2(CN(C2)C(=O)C2(CC2)C(F)(F)F)[C@@H](C1)COCC1=C(C(=O)OC(C)(C)C)C(=CC=C1)C1CCC(CC1)C(F)(F)F tert-butyl (S)-2-(((6-benzyl-2-(1-(trifluoromethyl)cyclopropane-1-carbonyl)-2,6-diazaspiro[3.4]octan-8-yl)methoxy)methyl)-6-(4-(trifluoromethyl)cyclohexyl)benzoate